FC1(CC(C1)N1C(=NC2=NC=C(C=C21)C=2C=CN1N=C(N=CC12)N[C@@H]1CC[C@H](CC1)N1CCN(CC1)C)C)F 5-(1-(3,3-difluorocyclobutyl)-2-methyl-1H-imidazo[4,5-b]pyridin-6-yl)-N-(trans-4-(4-methylpiperazin-1-yl)cyclohexyl)pyrrolo[2,1-f][1,2,4]triazin-2-amine